2-Fluoro-4-(3-methoxypyrrolidin-1-yl)aniline ethyl-[3-[2-chloro-4-fluoro-5-(1-methyl-6-trifluoromethyl-2,4-dioxo-1,2,3,4-tetrahydropyrimidin-3-yl)phenoxy]-2-pyridyloxy]acetate C(C)OC(COC1=NC=CC=C1OC1=C(C=C(C(=C1)N1C(N(C(=CC1=O)C(F)(F)F)C)=O)F)Cl)=O.FC1=C(N)C=CC(=C1)N1CC(CC1)OC